Allyl tert-Butyl (1-(3-phenylpropyl)-1H-benzo[d]imidazole-2,5-diyl)dicarbamate C1(=CC=CC=C1)CCCN1C(=NC2=C1C=CC(=C2)NC(OC(C)(C)C)=O)NC(OCC=C)=O